3-iodo-8-methyl-6-[[(1R,4R)-2-oxa-5-azabicyclo[2.2.1]hept-5-yl]methyl]-4H-chromen-4-one IC1=COC2=C(C=C(C=C2C1=O)CN1[C@H]2CO[C@@H](C1)C2)C